5-oxo-N-(4-((2-(4-(trifluoromethyl)piperidin-1-yl)pyrimidin-5-yl)amino)benzyl)pyrrolidine-3-carboxamide O=C1CC(CN1)C(=O)NCC1=CC=C(C=C1)NC=1C=NC(=NC1)N1CCC(CC1)C(F)(F)F